tert-butyl N-[(3S)-3-methyl-1-(4-[2-methyl-5-[(3S)-3-(2,2,2-trifluoroethyl)pyrrolidine-1-carbonylamino]phenyl]-6-(morpholin-4-yl)pyridin-2-yl)pyrrolidin-3-yl]carbamate C[C@]1(CN(CC1)C1=NC(=CC(=C1)C1=C(C=CC(=C1)NC(=O)N1C[C@@H](CC1)CC(F)(F)F)C)N1CCOCC1)NC(OC(C)(C)C)=O